C1(CC1)C1=C(C=CC=C1)[C@H]1N(CCC1)C1=C(C=CC(=C1)C(=O)O)C=1CCCCC1 ((S)-2-(2-cyclopropylphenyl)pyrrolidin-1-yl)-2',3',4',5'-tetrahydro-[1,1'-biphenyl]-4-carboxylic acid